F[C@]1(CN(CC[C@H]1O)C1=NC=CC(=N1)NC=1N=CC2=C(N=CC(=C2C1)[C@H](C)C(C)(C)O)N1[C@@H](CC1)C)C (3S,4R)-3-fluoro-1-(4-((5-((S)-3-hydroxy-3-methylbutan-2-yl)-8-((R)-2-methylazetidin-1-yl)-2,7-naphthyridin-3-yl)amino)pyrimidin-2-yl)-3-methylpiperidin-4-ol